N1=C(C=CC=C1)CNC(=O)C1=CSC=2CNCCC21 N-(pyridin-2-ylmethyl)-4H,5H,6H,7H-thieno[2,3-c]pyridine-3-carboxamide